C(CC=C)S(=O)(=O)N1N=CC(=C1)C1=NC=CC(=N1)NC1=NC=C(C(=C1)NC1CCC(CC1)(O)C)C1=NN(C=C1)C(F)F (1s,4s)-4-((2-((2-(1-(But-3-en-1-ylsulfonyl)-1H-pyrazol-4-yl)pyrimidin-4-yl)amino)-5-(1-(difluoromethyl)-1H-pyrazol-3-yl)pyridin-4-yl)amino)-1-methylcyclohexan-1-ol